Cl.C1(=CC=CC=C1)CC[C@H](N)B1OC(C(O1)(C)C)(C)C (R)-3-phenyl-1-(4,4,5,5-tetramethyl-1,3,2-dioxaborolan-2-yl)propan-1-amine, hydrochloride